C(\C=C/CCCCCC)OC(CCCCCCCC(CCCCCCCC(=O)OC\C=C/CCCCCC)OC(CCCN(C)C)=O)=O.NC1=NC2=CC=C(C=C2C=C1C)C(=O)N1CC2=CC=CC=C2CC1C=1C=CC2=C(N=CS2)C1 (2-amino-3-methylquinolin-6-yl)(3-(benzo[d]thiazol-5-yl)-3,4-dihydroisoquinolin-2(1H)-yl)methanone di((Z)-non-2-en-1-yl)9-((4-(dimethylamino)butanoyl)oxy)heptadecanedioate